CO[C@@H]1OC[C@]23[C@@H](O[C@@H]1C3)CC[C@@H](O2)CC(C(C)=O)C 4-((2R,3R,5aR,7R,9aS)-3-methoxyhexahydro-5H-2,5a-methanopyrano[3,2-e][1,4]dioxepin-7-yl)-3-methylbutan-2-one